2-(2-dimethylamino-4-pyridyl)-6-methoxy-N-(4-methylphenyl)-5-(trifluoromethyl)-4-pyrimidinamine CN(C1=NC=CC(=C1)C1=NC(=C(C(=N1)NC1=CC=C(C=C1)C)C(F)(F)F)OC)C